FC(C(=O)O)(F)F.CC1(CNCC1)\C=C\C1=CC=C(C=C1)C(F)(F)F (E)-3-methyl-3-(4-(trifluoromethyl)styryl)pyrrolidine 2,2,2-trifluoroacetate